[N+](=O)([O-])[O-].[Pt+2].[N+](=O)([O-])[O-] platinum nitrate